2-((1R,5S)-8-((6-(4-fluoro-1H-pyrazol-1-yl)pyridin-3-yl)methyl)-3,8-diazabicyclo[3.2.1]oct-3-yl)-6-methyl-N-(5-methyl-1H-pyrazol-3-yl)pyrimidin-4-amine FC=1C=NN(C1)C1=CC=C(C=N1)CN1[C@H]2CN(C[C@@H]1CC2)C2=NC(=CC(=N2)NC2=NNC(=C2)C)C